1-(9H-fluoren-9-yl)-3,6,9,12-tetraoxo-2-oxa-4,7,10,13-tetraazatetradecan-14-yl acetate C(C)(=O)OCNC(CNC(CNC(CNC(OCC1C2=CC=CC=C2C=2C=CC=CC12)=O)=O)=O)=O